C1[C@@H]([C@H](O[C@H]1N2C3=C(C(=O)NC(=N3)N)N=C2Br)CO)O The molecule is an organobromine compound comprising 2'-deoxyguanosine having a bromo substituent at position 8 of the guanine ring system. It is an organobromine compound and a member of guanosines.